CN(C=1SC(=CN1)C(=O)O)CC1=NC=CC=C1 2-[methyl(pyridin-2-ylmethyl)amino]-1,3-thiazole-5-carboxylic acid